2-(2-methoxyethoxymethoxy)ethylamine COCCOCOCCN